5-fluoro-4-(7'-fluoro-2'-methyl-spiro[cyclopentane-1,3'-indole]-5'-yl)-N-(5-(1-methylpiperidine-4-yl)pyridin-2-yl)pyrimidine-2-amine FC=1C(=NC(=NC1)NC1=NC=C(C=C1)C1CCN(CC1)C)C=1C=C2C3(C(=NC2=C(C1)F)C)CCCC3